CC=1SC2=C(N1)C=C(C=C2)C=2N(CCOC2)C(=O)OC(C)(C)C tert-butyl 5-(2-methylbenzo[d]thiazol-5-yl)-2,3-dihydro-4H-1,4-oxazine-4-carboxylate